3-fluoro-6-(2-methoxy-4-pyridyl)-2-methylaniline FC=1C(=C(N)C(=CC1)C1=CC(=NC=C1)OC)C